platinum (II) nitrate salt [N+](=O)([O-])[O-].[Pt+2].[N+](=O)([O-])[O-]